C1(CCCC1)OC(=O)C1=C(NC(=C(C1C1=CSC2=NC=CC=C21)C(C)=O)C)C2CC2 5-acetyl-2-cyclopropyl-6-methyl-4-(thieno[2,3-b]pyridin-3-yl)-1,4-dihydropyridine-3-carboxylic acid cyclopent-yl ester